C(C)C(=COC=C(CC)CCCCCC)CCCCCC ethylhexyl-vinylether